O=C1C=C(CCC1)C(=O)N1CCNCC1 4-(3-oxocyclohexane-1-ene-1-carbonyl)piperazine